BrC1=C2C(=CC(=C1)O2)C2=CC=CC=C2 2-bromo-6-phenyl-1,4-phenylene ether